COC(\C=C\C1=CC(=CC=C1)OC)=O.FC=1C=C(C=CC1)CC(=O)N1C2CN(CC1C2)C2=NC=C(N=C2)C2=C1C=CC=NC1=CC(=C2)C=2C=NN(C2)C 2-(3-Fluorophenyl)-1-(3-(5-(7-(1-methyl-1H-pyrazol-4-yl)quinolin-5-yl)pyrazin-2-yl)-3,6-diazabicyclo[3.1.1]heptan-6-yl)ethan-1-one Methyl-(E)-3-(3-methoxyphenyl)acrylate